2,2,2-trifluoroethyl {3-methyl-1-[(4-methylbenzoyl)amino]butan-2-yl}carbamate CC(C(CNC(C1=CC=C(C=C1)C)=O)NC(OCC(F)(F)F)=O)C